(R)-3-((tert-butoxycarbonyl)amino)-5-(4-chlorobenzyl)-8-fluoro-4-oxo-2,3,4,5-tetrahydrobenzo[b][1,4]thiazepine-7-carboxylic acid C(C)(C)(C)OC(=O)N[C@@H]1C(N(C2=C(SC1)C=C(C(=C2)C(=O)O)F)CC2=CC=C(C=C2)Cl)=O